N1(C=NC=C1)C1=C(C=C(C2=C1N(C=N2)C)C2=CC=C(C=C2)OC(F)(F)F)CNC(C=C)=O N-((7-(1H-imidazol-1-yl)-1-methyl-4-(4-(trifluoromethoxy)phenyl)-1H-benzo[d]imidazol-6-yl)methyl)acrylamide